S1C=NC(=C1)C(=O)OC Methyl 1,3-thiazole-4-carboxylate